6-chloro-3-(((R)-1-(3-cyano-2-((S)-4-(4-fluorophenyl)-2-methylpiperazin-1-yl)-7-methyl-4-oxo-4H-pyrido[1,2-a]pyrimidin-9-yl)ethyl)amino)picolinic acid ClC1=CC=C(C(=N1)C(=O)O)N[C@H](C)C1=CC(=CN2C1=NC(=C(C2=O)C#N)N2[C@H](CN(CC2)C2=CC=C(C=C2)F)C)C